(3-cyano-8,8-dimethyl-7,8-dihydro-6H-cyclopenta[e]pyrazolo[1,5-a]pyridin-2-yl)carbamic acid tert-butyl ester C(C)(C)(C)OC(NC1=NN2C(C=CC3=C2C(CC3)(C)C)=C1C#N)=O